2-(3-fluorophenyl)-2-nitrocyclohexanone FC=1C=C(C=CC1)C1(C(CCCC1)=O)[N+](=O)[O-]